2-(3-(Trifluoromethyl)bicyclo[1.1.1]pentan-1-yl)acetic acid FC(C12CC(C1)(C2)CC(=O)O)(F)F